C(C)(C)(C)OC(CC(=O)[O-])C 3-(tert-butoxy)butanoate